NC=1C2=C(N=CN1)N(C(=C2C2=CC=C(C=C2)N(C(C)=O)C)C2CN(CC2)C(C=C)=O)C N-(4-{4-amino-7-methyl-6-[1-(prop-2-enoyl)pyrrolidin-3-yl]-7H-pyrrolo[2,3-d]pyrimidin-5-yl}phenyl)-N-methylacetamide